(R)-(4-(4-cyclopropylpyrazolo[1,5-a]pyridin-2-yl)-1,4,6,7-tetrahydro-5H-imidazo[4,5-c]pyridin-5-yl)(5-(1-(trifluoromethyl)-1H-pyrazol-4-yl)-1,3,4-oxadiazol-2-yl)methanone C1(CC1)C=1C=2N(C=CC1)N=C(C2)[C@@H]2N(CCC1=C2N=CN1)C(=O)C=1OC(=NN1)C=1C=NN(C1)C(F)(F)F